OCC1CC(C1)C(=O)O 3-(hydroxymethyl)cyclobutane-1-carboxylic acid